C1=CC2=C(C=C1Cl)NC(=CC2=O)C(=O)O The molecule is a quinolinemonocarboxylic acid that is quinaldic acid which is substituted by a hydroxy group at position 4 and by a chlorine at position 7. It is a potent NMDA glutamate receptor antagonist which antagonizes the strychnine-insensitive glycine site of the NMDA receptor. It also prevents neurodegeneration produced by quinolinic acid. It has a role as a neuroprotective agent and a NMDA receptor antagonist. It is an organochlorine compound and a quinolinemonocarboxylic acid.